3-(3-(5-((5-cyclopropyl-3-(2,6-dichlorophenyl)isoxazol-4-yl)methoxy)pyrazine-2-yl)-3-hydroxyazetidin-1-yl)benzoic acid C1(CC1)C1=C(C(=NO1)C1=C(C=CC=C1Cl)Cl)COC=1N=CC(=NC1)C1(CN(C1)C=1C=C(C(=O)O)C=CC1)O